S1C(=NC=C1)C(N)=N thiazole-2-carboximidamide